1-(3-(4-(cyclopropylmethoxy)phenyl)-6-(3,3,3-trifluoropropyl)pyrazin-2-yl)piperidine-4-carboxylic acid C1(CC1)COC1=CC=C(C=C1)C=1C(=NC(=CN1)CCC(F)(F)F)N1CCC(CC1)C(=O)O